FC1=C(C=CC(=C1)F)C1=C2C(=NC(=C1)C(=O)OCC)O[C@@H](CC2)C ethyl (R)-5-(2,4-difluorophenyl)-2-methyl-3,4-dihydro-2H-pyrano[2,3-b]pyridine-7-carboxylate